3-phenyl-1-(3-fluorophenyl)-1-propanone C1(=CC=CC=C1)CCC(=O)C1=CC(=CC=C1)F